dioleyl-dimethyl-ammonium (1R,3S)-3-(5-amino-1-(tert-butyl)-1H-pyrazol-3-yl)cyclopentyl-tert-butylcarbamate NC1=CC(=NN1C(C)(C)C)[C@@H]1C[C@@H](CC1)N(C([O-])=O)C(C)(C)C.C(CCCCCCC\C=C/CCCCCCCC)[N+](C)(C)CCCCCCCC\C=C/CCCCCCCC